C(C)(=O)N1C=CC2=CC=C(C=C12)NC(C1=C(C=CC=C1F)F)=O N-(1-acetylindole-6-yl)-2,6-difluorobenzamide